[C@@H]1([C@H](O)[C@H](O)[C@@H](CO)O1)N1C=NC=2C(O)=NC=NC12.[Hg] mercury inOsin